[Cu]=O.[Y] yttrium-copper-oxide